ONC(CCC(=O)[O-])=O N-hydroxysuccinamate